2-chloro-5-fluoro-4-[1-(4-fluorophenyl)pyrazol-4-yl]pyrimidine ClC1=NC=C(C(=N1)C=1C=NN(C1)C1=CC=C(C=C1)F)F